FC(F)(F)N1C(C2=CC=CC=C2C1)=O (trifluoromethyl)-2,3-dihydro-1H-isoindol-1-one